C(C)(=O)N1CCN(CC1)CC(=O)N1CC2=CC(=C(C=C2CC1)N[C@@]1(NC=2N(C(CN(C2C(N1)=O)C)CC)C1CCCC1)N)OC (R)-2-{{2-[2-(4-Acetylpiperazin-1-yl)acetyl]-7-methoxy-1,2,3,4-tetrahydroisoquinolin-6-yl}amino}-8-cyclopentyl-7-ethyl-5-methyl-7,8-dihydropterin